N-(5,6-dimethoxybenzothiazol-2-yl)-2-(3-chlorophenoxy)-2-[4-(ethylsulfonyl)phenyl]acetamide COC=1C(=CC2=C(N=C(S2)NC(C(C2=CC=C(C=C2)S(=O)(=O)CC)OC2=CC(=CC=C2)Cl)=O)C1)OC